tert-butyl (2-(4-bromo-2-methoxyphenethoxy)ethyl)carbamate BrC1=CC(=C(CCOCCNC(OC(C)(C)C)=O)C=C1)OC